[Cu].[Ni].[Co].[Fe].[Mg] magnesium iron cobalt nickel copper